C1(CCCC1)C(=O)C=1OC(=CC1)C#C cyclopentyl-(5-ethynyl-2-furyl)methanone